dirhodium trisulfate S(=O)(=O)([O-])[O-].S(=O)(=O)([O-])[O-].S(=O)(=O)([O-])[O-].[Rh+3].[Rh+3]